2,3,4,5,6-pentafluoro-N,N-dimethylbenzenesulfonamide FC1=C(C(=C(C(=C1F)F)F)F)S(=O)(=O)N(C)C